OC1(CCC(CC1)NC(=O)C1CCN(C2(CC2)C1)C(=O)OC(C)(C)C)C(F)(F)F tert-butyl 7-[[(1r,4r)-4-hydroxy-4-(trifluoromethyl)cyclohexyl]carbamoyl]-4-azaspiro[2.5]octane-4-carboxylate